ClC=1C=CC=2N=C(N=C(C2N1)N)CC 6-chloro-2-ethylpyrido[3,2-d]pyrimidin-4-amine